C(C1CO1)N(C)C N-(2,3-epoxypropyl)dimethylamine